tert-butyl N-[2-[6-(cyclopropanecarbonylamino)-1-(methylamino)-2,7-naphthyridin-4-yl]-[1,2,4]triazolo[1,5-a]pyridin-6-yl]-N-methyl-carbamate C1(CC1)C(=O)NC=1C=C2C(=CN=C(C2=CN1)NC)C1=NN2C(C=CC(=C2)N(C(OC(C)(C)C)=O)C)=N1